N-(3''-fluoro-4''-(((3-hydroxycyclobutyl)amino)methyl)-5''-methoxy-2,2'-dimethyl-[1,1':3',1''-terphenyl]-3-yl)-1-methyl-6-oxo-1,6-dihydropyrimidine-5-carboxamide FC=1C=C(C=C(C1CNC1CC(C1)O)OC)C=1C(=C(C=CC1)C1=C(C(=CC=C1)NC(=O)C1=CN=CN(C1=O)C)C)C